C[C@@H]1O[C@@H](CN(C1)C=1C=CC(=NC1)C=1C=NC(=CC1NC1=NC(=CN=C1)S(=O)(=O)C)NC(C)=O)C N-(5-(cis-2,6-dimethylmorpholino)-4'-((6-(methylsulfonyl)pyrazin-2-yl)amino)-[2,3'-bipyridin]-6'-yl)acetamide